ClC1=C(C=C2C(=C(N(C2=C1F)C)C1=NC(=NN1)C(F)(F)F)N1C=NC=C1)OC 6-chloro-7-fluoro-3-(1H-imidazol-1-yl)-5-methoxy-1-methyl-2-(3-(trifluoromethyl)-1H-1,2,4-triazol-5-yl)-1H-indole